NC(C(CO)(C)NC(=O)C1=C(OC2=C1C=C(C=C2)O[C@@H]2C[C@@H](C2)C(F)(F)F)C)=O N-(1-amino-3-hydroxy-2-methyl-1-oxopropan-2-yl)-2-methyl-5-(cis-3-(trifluoromethyl)cyclobutoxy)benzofuran-3-carboxamide